Cl.NCC1=C(C(=O)N[C@H](C)C2=CC(=C(C=C2)OC)OC)C=CC=C1 2-(aminomethyl)-N-[(1R)-1-(3,4-dimethoxyphenyl)ethyl]benzamide hydrochloride salt